2-[3-Cyclopropyl-5-(trifluoromethyl)pyrazol-1-yl]-1-[(2R,3R)-2-(2-chloro-5-fluoro-3-methyl-phenyl)-3-(4-methylsulfonylpiperazin-1-yl)pyrrolidin-1-yl]ethanone C1(CC1)C1=NN(C(=C1)C(F)(F)F)CC(=O)N1[C@@H]([C@@H](CC1)N1CCN(CC1)S(=O)(=O)C)C1=C(C(=CC(=C1)F)C)Cl